N-(1-methylpiperidin-4-yl)-2-[4-(prop-2-enamido)quinolin-6-yl]pyrimidine-4-carboxamide CN1CCC(CC1)NC(=O)C1=NC(=NC=C1)C=1C=C2C(=CC=NC2=CC1)NC(C=C)=O